Tert-butyl 2-(1-(4-(2,6-bis(benzyloxy)pyridin-3-yl)-2,5-difluorophenyl)-4-hydroxypiperidin-4-yl)acetate C(C1=CC=CC=C1)OC1=NC(=CC=C1C1=CC(=C(C=C1F)N1CCC(CC1)(O)CC(=O)OC(C)(C)C)F)OCC1=CC=CC=C1